C(#N)CC1(CN(C1)C)C1=CC=C(OC=2C=CC(=C(C2)C2=NN(C=C2NC(=O)C=2C=NN3C2N=CC=C3)C)OC(F)F)C=C1 N-[3-[5-[4-[3-(cyanomethyl)-1-methyl-azetidin-3-yl]phenoxy]-2-(difluoromethoxy)phenyl]-1-methyl-pyrazol-4-yl]pyrazolo[1,5-a]pyrimidine-3-carboxamide